C1(CC1)N1N=C(C=C1)S(=O)(=O)NC(NC1=C(C(=CC=2CCOC21)F)C2=CC=1N(C=C2)N=CC1)=O 1-cyclopropyl-N-((5-fluoro-6-(pyrazolo[1,5-a]pyridin-5-yl)-2,3-dihydrobenzofuran-7-yl)carbamoyl)-1H-pyrazole-3-sulfonamide